COC1CC2(CN(C2)C(OC(C)(C)C)=S)C1 O-tert-Butyl 6-methoxy-2-azaspiro[3.3]heptane-2-carbothioate